C1(CCC1)CC1=CN(C=2C1=NC=C(C2)C=2C(=NOC2C)C)C2=C(C=C(C=C2)[N+](=O)[O-])F 4-(3-(cyclobutylmethyl)-1-(2-fluoro-4-nitrophenyl)-1H-pyrrolo[3,2-b]pyridin-6-yl)-3,5-dimethylisoxazole